(2-(2-methoxy-7-methylquinoxalin-5-yl)-4-methyl-7,8-dihydro-[1,4]dioxino[2',3':3,4]benzo[1,2-d]thiazol-7-yl)methyl (6-acetamidopyridin-3-yl)carbamate C(C)(=O)NC1=CC=C(C=N1)NC(OCC1OC2=C(C3=C(N=C(S3)C3=C4N=CC(=NC4=CC(=C3)C)OC)C(=C2)C)OC1)=O